N-cyclohexyl-5-(pyridin-2-yl)pyrazolo[1,5-a]pyrimidin-7-amine C1(CCCCC1)NC1=CC(=NC=2N1N=CC2)C2=NC=CC=C2